Dimethyl 5-acetyl-4-(7-cyanobenzo[b]thiophen-3-yl)-6-methyl-1,4-dihydropyridin-2,3-dicarboxylat C(C)(=O)C=1C(C(=C(NC1C)C(=O)OC)C(=O)OC)C=1C2=C(SC1)C(=CC=C2)C#N